Cl.Cl.C1(=CC=CC=C1)C1NC2=CC=C(C=C2CC1)N 2-phenyl-1,2,3,4-tetrahydroquinolin-6-amine dihydrochloride